O=C(CCC(=O)O)OC1OC(C=C1)=O 4-oxo-4-((5-oxo-2,5-dihydrofuran-2-yl)oxy)butanoic acid